C(C1=CN=CC=C1)(=O)Cl nicotinic acid chloride